The molecule is a sesquiterpenoid isolated from the leaves of Eremophila mitchellii. It has a role as a plant metabolite. It is a sesquiterpenoid, a dicarboxylic acid, a carbobicyclic compound and a member of octahydronaphthalenes. C[C@H]1CC[C@@H]([C@@H]2[C@H]1CCC(=C2)C(=O)O)[C@@H](C)C(=O)O